ClC=1C=C2C(=NC(=NC2=C(C1C=1C(=CC=C2C=NNC12)C)F)N1CC(C1)N(C)C)N1CC2(CN(C2C)C(C=C)=O)CC1 1-(6-(6-chloro-2-(3-(dimethylamino)azetidin-1-yl)-8-fluoro-7-(6-methyl-1H-indazol-7-yl)quinazolin-4-yl)-1-methyl-2,6-diazaspiro[3.4]octan-2-yl)prop-2-en-1-one